2,5-bis(p-toluidino)terephthalic acid C1(=CC=C(C=C1)NC1=C(C(=O)O)C=C(C(=C1)C(=O)O)NC1=CC=C(C=C1)C)C